dodecahydropyrido[1',2':4,5]pyrazino[1,2-a]quinazoline-10-carboxamide C1CCCC2CNC3N(C12)C=C1N(C3)CC(CC1)C(=O)N